tert-butyl 4-(4-nitrophenyl)piperidine-1-carboxylate [N+](=O)([O-])C1=CC=C(C=C1)C1CCN(CC1)C(=O)OC(C)(C)C